methylenebis-methylnaphthalene sodium [Na].C=CC1=C(C=CC2=CC=CC=C12)C